[Na+].NC1=C(C=C(C=2C(C3=CC=CC=C3C(C12)=O)=O)Br)S(=O)(=O)[O-] 1-amino-4-bromoanthraquinone-2-sulfonic acid sodium salt